FC=1C=C(C#N)C=C(C1)OC1=CC=C2C=3[C@](C[C@H](C13)O)(C(C2(F)F)(F)F)O 3-fluoro-5-(((1R,2aR)-3,3,4,4-tetrafluoro-1,2a-dihydroxy-2,2a,3,4-tetrahydro-1H-cyclopenta[cd]inden-7-yl)oxy)-benzonitrile